L-Fuconate O=C([C@@H](O)[C@H](O)[C@H](O)[C@@H](O)C)[O-]